2-(6-(3-(6-methylpyridin-2-yl)-1H-pyrazol-1-yl)-2-morpholino-9H-purin-9-yl)-1-(pyridine-2-yl)ethan-1-one CC1=CC=CC(=N1)C1=NN(C=C1)C1=C2N=CN(C2=NC(=N1)N1CCOCC1)CC(=O)C1=NC=CC=C1